(S)-(1-(4-(1H-1,2,4-triazol-3-yl)phenyl)-1H-pyrrolo[2,3-B]pyridin-5-yl)(3-methylpiperidin-1-yl)methanone N1N=C(N=C1)C1=CC=C(C=C1)N1C=CC=2C1=NC=C(C2)C(=O)N2C[C@H](CCC2)C